CC1CN(CCN1C)[C@@H]1CC[C@H](CC1)N1C=C(C2=C1N=CN=C2N)C2=CC=C(C=C2)OC2=CC=CC=C2 7-((trans)-4-(3,4-dimethylpiperazin-1-yl)cyclohexyl)-5-(4-phenoxyphenyl)-7H-pyrrolo[2,3-d]pyrimidin-4-amine